(2r,3s)-N-benzoyl-3-phenylisoserine C(C1=CC=CC=C1)(=O)N[C@H]([C@@H](O)C(=O)O)C1=CC=CC=C1